CC1(CC(C1)(C1=NN=CN1C)C=1C=CC(=C(C1)NC(=O)C=1C(N(C=C(C1)CNCC(C)C)CC(F)(F)F)=O)F)C N-(5-(3,3-dimethyl-1-(4-methyl-4H-1,2,4-triazol-3-yl)cyclobutyl)-2-fluorophenyl)-5-((isobutylamino)methyl)-2-oxo-1-(2,2,2-trifluoroethyl)-1,2-dihydropyridine-3-carboxamide